C(C)OC(C=C(CC(OCCCC)OC)C(F)(F)F)=O 3-trifluoromethyl-5-methoxy-5-butoxyPentenoic acid ethyl ester